NC=1C(=NC(=C(N1)N)Cl)C(=O)NC(NCCCCC1=CC=C(C=C1)C1=CC=C(C=C1)CCC(=O)N([C@@H](CCCCN)C(=O)O)C)=N N2-(3-(4'-(4-(3-(3,5-diamino-6-chloropyrazine-2-carbonyl)guanidino)butyl)-[1,1'-biphenyl]-4-yl)propanoyl)-N2-methyl-L-lysine